(1S,2S)-N-((S)-4-((S)-2-ethylpiperidin-1-yl)-1-(((S)-1-(4-fluoro-1H-benzo[d]imidazol-2-yl)ethyl)amino)-1,4-dioxobutan-2-yl)-2-phenylcyclopropane-1-carboxamide C(C)[C@@H]1N(CCCC1)C(C[C@@H](C(=O)N[C@@H](C)C1=NC2=C(N1)C=CC=C2F)NC(=O)[C@@H]2[C@H](C2)C2=CC=CC=C2)=O